ClC1=C(C=C2C(=NC(N3C2=C1SCC(C3)C3=CC=C(C=C3)F)=O)O)C(F)(F)F 11-Chloro-3-(4-fluorophenyl)-8-hydroxy-10-(trifluoromethyl)-3,4-dihydro-2H,6H-[1,4]thiazepino[2,3,4-ij]quinazolin-6-one